4-(4-(4-Chlorophenyl)piperidin-1-yl)-5-fluoro-2-methoxyaniline ClC1=CC=C(C=C1)C1CCN(CC1)C1=CC(=C(N)C=C1F)OC